C(CCCCCCCCC\C=C\CCCCCC)(=O)OCCCCCCCC\C=C/CCCCCC palmitoleyl vaccenate